OC1=C2N3[C@]4([C@@H]([C@H](C3=C(C1=O)C(=O)NCC1=C(C=C(C=C1F)F)F)OC)OC)CCCCN(C2=O)C4 (6aR,7S,8S)-11-hydroxy-7,8-dimethoxy-1,10-dioxo-N-(2,4,6-trifluorobenzyl)-1,3,4,5,6,7,8,10-octahydro-2,6a-methano[1,4]diazonino[9,1,2-cd]indolizine-9-carboxamide